CC1=C(C=2C=NC=CC2N1S(=O)(=O)C1=CC=CC=C1)CCN 2-(2-methyl-1-p-benzenesulfonyl-1H-pyrrolo[3,2-c]pyridin-3-yl)ethan-1-amine